5-((4-((1H-pyrazol-1-yl)methyl)benzyl)oxy)-3-chloropyridazine N1(N=CC=C1)CC1=CC=C(COC=2C=C(N=NC2)Cl)C=C1